COC(=O)C=1C=C2C(C(N(C2=CC1Br)C)=O)=O.BrC=1C=C(C=CC1)NC(C1=CN=C(C=C1)NC(\C=C\CNC1CCC(CC1)O)=O)=O N-(3-bromophenyl)-6-((E)-4-(((1r,4r)-4-hydroxycyclohexyl)amino)but-2-eneamido)nicotinamide methyl-6-bromo-1-methyl-2,3-dioxoindoline-5-carboxylate